9-(2-chlorophenyl)-3-methyl-13-(morpholine-4-carbonyl)-16-thia-2,4,5,8-tetraazatetracyclo[8.6.0.02,6.011,15]hexadeca-1(10),3,5,8,11(15)-pentaene ClC1=C(C=CC=C1)C1=NCC2=NN=C(N2C=2SC=3CC(CC3C12)C(=O)N1CCOCC1)C